(S)-8-chloro-4-((3-chloro-4-fluorophenyl)amino)-6-(((2-ethyl-1,2,3,4-tetrahydroisoquinolin-7-yl)(1-isopropyl-1H-1,2,3-triazol-4-yl)methyl)amino)quinoline-3-carbonitrile ClC=1C=C(C=C2C(=C(C=NC12)C#N)NC1=CC(=C(C=C1)F)Cl)N[C@H](C=1N=NN(C1)C(C)C)C1=CC=C2CCN(CC2=C1)CC